(S)-quinuclidin-3-yl (2,2-dimethyl-6-(2,4,5-trifluorophenyl)-1,2,3,4-tetrahydronaphthalen-1-yl)carbamate CC1(C(C2=CC=C(C=C2CC1)C1=C(C=C(C(=C1)F)F)F)NC(O[C@@H]1CN2CCC1CC2)=O)C